O=C1NC(CCC1N1C(C2=CC=CC(=C2C1=O)NCCOCCOCCOCCOCCOCCOCCC(=O)ON1C(CCC1=O)=O)=O)=O 2,5-dioxopyrrolidin-1-yl 1-{[2-(2,6-dioxopiperidin-3-yl)-1,3-dioxo-2,3-dihydro-1H-isoindol-4-yl]amino}-3,6,9,12,15,18-hexaoxahenicosan-21-oate